1-(3-((1-((3-Cyanophenyl)sulfonamido)-2-methyl-1-oxopropan-2-yl)oxy)phenyl)-N-cyclopropyl-N-(4-(thiophen-2-yl)benzyl)piperidine-3-carboxamide C(#N)C=1C=C(C=CC1)S(=O)(=O)NC(C(C)(C)OC=1C=C(C=CC1)N1CC(CCC1)C(=O)N(CC1=CC=C(C=C1)C=1SC=CC1)C1CC1)=O